2-(9-benzyl-9H-carbazol-2-yl)-N-(3-hydroxybenzyl)acetamide C(C1=CC=CC=C1)N1C2=CC=CC=C2C=2C=CC(=CC12)CC(=O)NCC1=CC(=CC=C1)O